3-(5-ethyl-1,3-thiazol-2-yl)-5-[(2R)-tetrahydrofuran-2-ylmethoxy]-N-{(1R)-1-[2-(trifluoromethyl)pyrimidin-5-yl]ethyl}benzamide C(C)C1=CN=C(S1)C=1C=C(C(=O)N[C@H](C)C=2C=NC(=NC2)C(F)(F)F)C=C(C1)OC[C@@H]1OCCC1